C(C=1C(C(=O)[O-])=CC=CC1)(=O)OCC(C)O 2-hydroxypropyl phthalate